COC(C=CCCCC=O)=O 7-methoxy-1,7-dioxohept-5-en